7-(2-((7-hydroxy-1,2,3,4-tetrahydronaphthalen-2-yl)amino)ethoxy)-3,4-dihydroquinolin-2(1H)-one OC1=CC=C2CCC(CC2=C1)NCCOC1=CC=C2CCC(NC2=C1)=O